[Cl-].O1C(COCC1)COC1=CC(=C(C(=N1)CCC1=CC=C(OCC[NH3+])C=C1)C)O 2-(4-(2-(6-((1,4-dioxan-2-yl)methoxy)-4-hydroxy-3-methylpyridin-2-yl)ethyl)phenoxy)ethan-1-aminium chloride